(R)-N-(1-cyanopyrrolidin-3-yl)-5-(1-ethyl-1H-pyrazol-4-yl)-4-methyl-picolinamide C(#N)N1C[C@@H](CC1)NC(C1=NC=C(C(=C1)C)C=1C=NN(C1)CC)=O